COC1=CC=C(CSC2=C(C=C(S2)C#N)C)C=C1 5-((4-methoxybenzyl)thio)-4-methylthiophene-2-carbonitrile